BrC=1C=C(C=CC1)C1(CC(C1)C)C=1N(C(=NN1)S)C 5-[1-(3-bromophenyl)-3-methylcyclobutyl]-4-methyl-1,2,4-triazole-3-thiol